tert-butyl N-[(1S)-1-cyclohexyl-2-(4-{4-[1-(2,6-dioxopiperidin-3-yl)-3-methyl-2-oxo-1,3-benzodiazol-4-yl]butyl}piperidin-1-yl)-2-oxoethyl]carbamate C1(CCCCC1)[C@@H](C(=O)N1CCC(CC1)CCCCC1=CC=CC=2N(C(N(C21)C)=O)C2C(NC(CC2)=O)=O)NC(OC(C)(C)C)=O